ClC1=C2C(=CN=C1Cl)NC(=C2)C(=O)NC2CC[Si](CC2)(C)C 4,5-dichloro-N-(1,1-dimethylsilacyclohexan-4-yl)-1H-pyrrolo[2,3-c]pyridine-2-carboxamide